2-((3-(5-methyl-1,2,4-oxadiazol-3-yl)benzyl)oxy)isoindole-1,3-dione CC1=NC(=NO1)C=1C=C(CON2C(C3=CC=CC=C3C2=O)=O)C=CC1